tert-Butyl 4-nitropyrazole-1-carboxylate [N+](=O)([O-])C=1C=NN(C1)C(=O)OC(C)(C)C